bis-glycerylascorbate C(C(O)CO)C([C@@H]([C@@H]1C(=C(C(=O)O1)O)[O-])O)(O)CC(O)CO